NC=1OC(=C(N1)C(=O)NC1=CC(=C(C=C1)N1CCCCC1)F)C 2-amino-N-(3-fluoro-4-(piperidin-1-yl)phenyl)-5-methyloxazole-4-carboxamide